Chloro-Iron Cl[Fe]